BrC1=NC=C(C=C1)N1C(CC1)COC 2-bromo-5-[2-(methoxymethyl)azetidin-1-yl]pyridine